NCC(C1=CC=CC=C1)NC(=O)C1=CN(C=C1)C1=CC(=NC=C1C)NC1=CC=C(C=C1)F N-(2-amino-1-phenylethyl)-1-(2-((4-fluorophenyl)amino)-5-methylpyridin-4-yl)-1H-pyrrole-3-carboxamide